CN(C=1C=C2CN(C(C2=CC1)=O)C1C(NC(CC1)=O)=O)[C@@H]1[C@H](CCCC1)NC 3-(5-(methyl-((1s,2s)-2-(methylamino)cyclohexyl)amino)-1-oxoisoindolin-2-yl)piperidine-2,6-dione